N-(3-bromo-4-methoxyphenyl)-5,6-difluoro-1H-benzo[d]imidazol-2-amine BrC=1C=C(C=CC1OC)NC1=NC2=C(N1)C=C(C(=C2)F)F